C(C1=CC=CC=C1)OC1CC(C1)OC1=NC(=NC(=C1)NC1CCC(CC1)(F)F)N1N=C(C=C1)C(=O)OCC ethyl 1-(4-(3-(benzyloxy) cyclobutoxy)-6-((4,4-difluorocyclohexyl)amino) pyrimidin-2-yl)-1H-pyrazole-3-carboxylate